CC=1SC(=CC1)C(S(=O)(=O)C1=CC=CC=C1)C1=CC=CC=C1 2-methyl-5-(phenyl-(phenylsulfonyl)methyl)thiophene